N[C@@H]1CCC2=CC=CC=C12 |r| (±)-1-aminoindane